CC1=CC=C(CC=2C=CC(=NC2)C2OCCN(C2)C(=O)C2=NC=C(N=C2)C)C=C1 (2-(5-(4-methylbenzyl)pyridin-2-yl)morpholino)(5-methylpyrazin-2-yl)methanone